4-nitrophenyl ((2,2-difluorobenzo[d][1,3]dioxol-4-yl)methyl)carbamate FC1(OC2=C(O1)C=CC=C2CNC(OC2=CC=C(C=C2)[N+](=O)[O-])=O)F